FC1=CC=C(C=C1)C(C)N1N=CC(=C1)N1CC(=CC=2C(NCCC12)=O)B1OCC(C(O1)(C)C)(C)C 1-(1-(1-(4-fluorophenyl)ethyl)-1H-pyrazol-4-yl)-3-(4,4,5,5-tetramethyl-1,3,2-dioxaborinan-2-yl)-7,8-dihydro-1,6-naphthyridin-5(6H)-one